FC1=CN=CC(=N1)CN1N=C(C=CC1=O)C=1C=NC(=NC1)OCC(F)(F)F 2-((6-fluoropyrazin-2-yl)methyl)-6-(2-(2,2,2-trifluoroethoxy)pyrimidin-5-yl)pyridazin-3(2H)-one